NC1=NC=NN2C1=C(C=C2C2CCN(CC2)C(=O)N(C)CC)C2=CC=C(C=C2)NC(=O)C=2C(N(C=CC2)C2=CC=C(C=C2)F)=O N-{4-[4-Amino-7-(1-{[ethyl(methyl)amino]carbonyl}piperidin-4-yl)pyrrolo[2,1-f][1,2,4]triazin-5-yl]phenyl}-1-(4-fluorophenyl)-2-oxo-1,2-dihydropyridine-3-carboxamide